4-nitrobenzoic acid [N+](=O)([O-])C1=CC=C(C(=O)O)C=C1